Bis(N,N-diethyldithiocarbamate) molybdenum (VI) [Mo+6].C(C)N(C([S-])=S)CC.C(C)N(C([S-])=S)CC